ClC=1C=CC=C2C=C(N(C(C12)=O)C1=CC=CC=C1)[C@H](C)NC1=C2N=CN=C2NC=N1 8-chloro-2-phenyl-3-[(1S)-1-(3H-purin-6-ylamino)ethyl]-1(2H)-isoquinolinone